NCC=1C=C2C=C(N(C2=CC1)CCCCF)CN1C(N(C2=C1C=C(C=C2)F)CC(F)(F)F)=O 3-((5-(aminomethyl)-1-(4-fluorobutyl)-1H-indol-2-yl)methyl)-5-fluoro-1-(2,2,2-trifluoroethyl)-1,3-dihydro-2H-benzo[d]imidazol-2-one